FC1=C(C(=O)OC)C=CC(=C1F)C=O methyl 2,3-difluoro-4-formylbenzoate